C(C)O[C@H]1CC[C@H](CC1)NC=1N=CC2=C(N1)NC=C2C2=CC1=C(N=C(S1)C)C=C2 N-(cis-4-ethoxycyclohexyl)-5-(2-methylbenzo[d]thiazol-6-yl)-7H-pyrrolo[2,3-d]pyrimidin-2-amine